(cyclobutylmethyl)({6-[(4-{1H-pyrrolo[2,3-b]pyridin-5-yl}-1H-1,2,3-triazol-1-yl)methyl]-1H-indol-2-yl}methyl)amine HCl Cl.C1(CCC1)CNCC=1NC2=CC(=CC=C2C1)CN1N=NC(=C1)C=1C=C2C(=NC1)NC=C2